O=C(C(=O)OCC1CO1)C glycidyl 2-oxopropionate